[(3S)-1-methyl-5-oxo-pyrrolidin-3-yl] 4-[3-[2-(cyclopropoxy)-3-pyridyl]-6-hydroxy-pyrazolo[1,5-a]pyrimidin-5-yl]piperazine-1-carboxylate C1(CC1)OC1=NC=CC=C1C=1C=NN2C1N=C(C(=C2)O)N2CCN(CC2)C(=O)O[C@@H]2CN(C(C2)=O)C